1,3,5-Pentane-Tricarbonitrile C(CC(CCC#N)C#N)C#N